C1N(CCC12NCCNC2)C(=O)N 2,6,9-triazaspiro[4.5]decane-2-carboxamide